OC1=CC=C(C=C1)CCNC(CCCCC)=O (S)-6-((4-hydroxyphenylethyl)amino)-6-oxohexane